C(#N)C(NC(=O)[C@@H]1[C@H]2C([C@H]2CN1C([C@H](C(C)(C)C)NC(C(F)(F)F)=O)=O)(C)C)C=1C=NC=2N(C1)C=CN2 (1R,2S,5S)-N-[cyano(imidazo[1,2-a]pyrimidin-6-yl)methyl]-3-[(2S)-3,3-dimethyl-2-[(2,2,2-trifluoroacetyl)amino]butanoyl]-6,6-dimethyl-3-azabicyclo[3.1.0]hexane-2-carboxamide